C(C#C)O[C@H]1CN(CC1)C(=O)OC(C)(C)C (R)-tert-butyl 3-(prop-2-yn-1-yloxy)pyrrolidine-1-carboxylate